2-phenyl-isothiazolin-3-one C1(=CC=CC=C1)N1SCCC1=O